C(C)(C)(C)OC(=O)N(C(OC(C)(C)C)=O)CCCCCCCC#CC1=C2C(N(C(C2=CC=C1)=O)C1C(NC(CC1)=O)=O)=O tert-butyl N-tert-butoxycarbonyl-N-[9-[2-(2,6-dioxo-3-piperidyl)-1,3-dioxo-isoindolin-4-yl]non-8-ynyl]carbamate